2-amino-6-chlorobenzonitrile NC1=C(C#N)C(=CC=C1)Cl